ClC=1C(=NC=CC1C1=C(C(=CC=C1)NC1=NC=CC(=C1F)CN1C[C@H](CC1)O)Cl)C1=CC(=C(CNC[C@H]2CCC(N2)=O)C=C1)OC (R)-5-(((4-(3-chloro-4-(2-chloro-3-((3-fluoro-4-(((S)-3-hydroxypyrrolidin-1-yl)methyl)pyridin-2-yl)amino)phenyl)pyridin-2-yl)-2-methoxybenzyl)amino)methyl)pyrrolidin-2-one